FC1=C(C=C(N)C=C1)S(F)(F)(F)(F)F 4-fluoro-3-(pentafluoro-λ6-sulfanyl)aniline